N[C@H](C(=O)O)CCC1=CC(=C(C=C1)OC(F)(F)F)F (2S)-2-amino-4-[3-fluoro-4-(trifluoromethoxy)phenyl]-butanoic acid